Benzoquinone-4-phenylimine C1(=CC=CC=C1)N=C1C=CC(C=C1)=O